3-(1-(2-morpholino-9-(2-oxo-2-(pyridin-2-yl)ethyl)-9H-purin-6-yl)-1H-pyrazol-3-yl)benzonitrile O1CCN(CC1)C1=NC(=C2N=CN(C2=N1)CC(C1=NC=CC=C1)=O)N1N=C(C=C1)C=1C=C(C#N)C=CC1